BrC1=NC(=CC(=C1)[C@H]1N(C[C@@H](N(C1)C(=O)OC(C)(C)C)C)S(=O)(=O)C)Cl tert-butyl (2S,5R)-5-(2-bromo-6-chloropyridin-4-yl)-2-methyl-4-(methylsulfonyl)piperazine-1-carboxylate